(S)-2-((4-(2,7-diazaspiro[3.5]non-2-yl)pyrimidin-5-yl)oxy)-5-fluoro-N-isopropyl-N-(tetrahydrofuran-3-yl)benzamide hydrochloride Cl.C1N(CC12CCNCC2)C2=NC=NC=C2OC2=C(C(=O)N([C@@H]1COCC1)C(C)C)C=C(C=C2)F